6-(perfluoroethyl)-1,3,4-triphenylpyridin-2(1H)-one FC(C(F)(F)F)(C1=CC(=C(C(N1C1=CC=CC=C1)=O)C1=CC=CC=C1)C1=CC=CC=C1)F